(S)-2-((tert-Butoxycarbonyl)amino)-3-(3-chlorophenyl)propanoic acid C(C)(C)(C)OC(=O)N[C@H](C(=O)O)CC1=CC(=CC=C1)Cl